2-Amino-N-{1-[3,4-dichloro-7-(1,1-dioxidothiomorpholin-4-yl)pyrazolo[1,5-a]pyridin-6-yl]ethyl}pyrazolo[1,5-a]pyrimidine-3-carboxamide NC1=NN2C(N=CC=C2)=C1C(=O)NC(C)C=1C=C(C=2N(C1N1CCS(CC1)(=O)=O)N=CC2Cl)Cl